[Si].[Ce].[Ti].[Nb] niobium-titanium-cerium-silicon